ClC1=CC(=C(C=C1)C1(OC2=C(O1)C=CC=C2C2CCN(CC2)CC=2N(C(=CN2)/C=C/C(=O)O)CC2(CC2)OC)C)F (E)-3-(2-((4-(2-(4-chloro-2-fluorophenyl)-2-methylbenzo[d][1,3]dioxol-4-yl)piperidin-1-yl)methyl)-1-((1-methoxycyclopropyl)methyl)-1H-imidazol-5-yl)acrylic acid